ClC1=CC=C(C=C1)[C@@]1(N(C(C2=CC(=CC=C12)C(CN1C(NC(C1)=O)=O)(C)O)=O)CC1=NC=C(C=C1)Cl)OC 1-{2-[(1R)-1-(4-chlorophenyl)-2-[(5-chloropyridin-2-yl)methyl]-1-methoxy-3-oxo-2,3-dihydro-1H-isoindol-5-yl]-2-hydroxypropyl}imidazolidine-2,4-dione